5-bromo-2-(pyrrolidin-1-ylmethyl)pyridine BrC=1C=CC(=NC1)CN1CCCC1